5-(benzofuran-4-yl)-N-(1H-indol-3-yl)isoindoline-2-carboxamide O1C=CC2=C1C=CC=C2C=2C=C1CN(CC1=CC2)C(=O)NC2=CNC1=CC=CC=C21